4-{3-[(3s,5s,7s)-adamantan-1-yl]-1-[2-(4-morpholinyl)ethyl]ureido}-N-(4-chlorophenyl)-3-methylbenzamide C12(CC3CC(CC(C1)C3)C2)NC(N(CCN2CCOCC2)C2=C(C=C(C(=O)NC3=CC=C(C=C3)Cl)C=C2)C)=O